6-(4-Fluoro-2-methyl-1,3-benzoxazol-6-yl)-2-(4-fluoropiperidin-4-yl)pyrido[3,4-d]pyrimidin-4(3H)-one FC1=CC(=CC2=C1N=C(O2)C)C2=CC1=C(N=C(NC1=O)C1(CCNCC1)F)C=N2